N1=CC=C2N1C=C(C=N2)C=2C=C(C=CC2)[C@@H]2NOCC2 (R)-3-(3-(pyrazolo[1,5-a]pyrimidin-6-yl)phenyl)isoxazolidine